2-(1-hydroxy-2-methylbutyl)-cyclohexanone OC(C(CC)C)C1C(CCCC1)=O